2-vinylthiobenzoxazole C(=C)SC=1OC2=C(N1)C=CC=C2